1-(tetrahydro-2H-pyran-4-yl)-1H-imidazo[4,5-b]Pyridine-5-carboxylic acid methyl ester COC(=O)C1=CC=C2C(=N1)N=CN2C2CCOCC2